NC1=NC2=C(C=3N1N=C(N3)C=3OC=CC3)SC(N2CCN2CCN(CC2)C2=C(C=C(C(=C2)OC2CCS(CC2)=O)F)F)=O 5-amino-3-(2-(4-(2,4-difluoro-5-(((1s,4s)-1-oxidotetrahydro-2H-thiopyran-4-yl)oxy)phenyl)piperazin-1-yl)ethyl)-8-(furan-2-yl)thiazolo[5,4-e][1,2,4]triazolo[1,5-c]pyrimidin-2(3H)-one